6-diazo-5-oxo-5,6-dihydronaphthalene-1-sulfonate [N+](=[N-])=C1C(C=2C=CC=C(C2C=C1)S(=O)(=O)[O-])=O